ClC=1C=C(C=CC1OC(F)(F)F)N1CCCCC1 1-(3-chloro-4-(trifluoromethoxy)phenyl)piperidin